C(C=C)(=O)NCC(COCCC[SiH2]C(O[Si](C)(C)C)O[Si](C)(C)C)O (3-acrylamido-2-hydroxypropoxy)propyl-bis(trimethyl-siloxy)methyl-silane